C(C(=C)C)(=O)[O-].[Sn+4].C(C(=C)C)(=O)[O-].C(C(=C)C)(=O)[O-].C(C(=C)C)(=O)[O-] tin methacrylate